C1(=CC=C2C=CC=C3C4=CC=CC=C4C1=C23)N Fluoranthen-Amin